ClC=1C=CC2=C(C(=N[C@H](C=3N2C(=NN3)SCC#C)CCC(=O)OC)C3=C(C=CC=C3)F)C1 methyl (S)-3-(8-chloro-6-(2-fluorophenyl)-1-(propargylthio)-4H-benzo[f][1,2,4]triazolo[4,3-a][1,4]diazepin-4-yl)propionate